BrC=1C=C(C=NC1[C@H](C)OC)B(O)O (S)-(5-bromo-6-(1-methoxyethyl)pyridin-3-yl)boronic acid